(6R)-5-(tert-Butoxycarbonyl)-6-methyl-2-(tetrahydro-2H-pyran-2-yl)-4,5,6,7-tetrahydro-2H-pyrazolo[4,3-c]pyridine-3-carboxylic acid C(C)(C)(C)OC(=O)N1CC=2C(C[C@H]1C)=NN(C2C(=O)O)C2OCCCC2